N-{5-[2-(2-chloro-4-fluorophenyl)acetylamino]pyridazin-3-yl}-N-(3,5-difluorophenyl)acetamide ClC1=C(C=CC(=C1)F)CC(=O)NC=1C=C(N=NC1)N(C(C)=O)C1=CC(=CC(=C1)F)F